BrC1=C(C=CC(=C1)Cl)CN1C(C2=C(C=C(C=C2C1=O)C(C)(O)C1CCN(CC1)C(=O)OC(C)(C)C)F)(O)C1=CC=C(C=C1)Cl tert-Butyl 4-[1-[2-[(2-bromo-4-chloro-phenyl)methyl]-1-(4-chlorophenyl)-7-fluoro-1-hydroxy-3-oxo-isoindolin-5-yl]-1-hydroxy-ethyl]piperidine-1-carboxylate